ClC=1C=CC2=C(C=C(O2)C2=CN=CC3=C2SCCN3S(=O)(=O)N3CC=2N(CC3)C=NN2)C1 8-(5-Chlorobenzofuran-2-yl)-4-((5,6-dihydro-[1,2,4]triazolo[4,3-a]pyrazin-7(8H)-yl)sulfonyl)-3,4-dihydro-2H-pyrido[4,3-b][1,4]thiazine